C(C1=CC=CC=C1)OC(=O)C1=C(NC=C1C)C.CC=1NC=C(C1C(=O)O)C (2,4-dimethyl-1H-pyrrole-3-carboxylic acid) benzyl-2,4-dimethyl-1H-pyrrole-3-carboxylate